4-((4-chlorobenzyl)oxy)-2-methoxybenzoic acid ClC1=CC=C(COC2=CC(=C(C(=O)O)C=C2)OC)C=C1